(S)-N-(5-(2-(1-cyclopropylethyl)-1-oxo-7-(propylsulfonylamino)isoindol-5-yl)-1-methyl-1H-pyrazol-3-yl)acetamide C1(CC1)[C@H](C)N1C(C2=C(C=C(C=C2C1)C1=CC(=NN1C)NC(C)=O)NS(=O)(=O)CCC)=O